methyl (2-(4-((3-cyano-4-fluorophenyl) carbamoyl)-1,3,5-trimethyl-1H-pyrrol-2-yl)-2-oxoacetylamino)-2-methylpropionate C(#N)C=1C=C(C=CC1F)NC(=O)C=1C(=C(N(C1C)C)C(C(=O)NC(C(=O)OC)(C)C)=O)C